(S)-4-(3-amino-3-methylpyrrolidin-1-yl)-N-(bicyclo[1.1.1]pentan-1-yl)-6-chloro-5-(3,5-difluorophenyl)nicotinamide bis(2,2,2-trifluoroacetate) FC(C(=O)O)(F)F.FC(C(=O)O)(F)F.N[C@@]1(CN(CC1)C1=C(C(=NC=C1C(=O)NC12CC(C1)C2)Cl)C2=CC(=CC(=C2)F)F)C